OC(C(=O)O)CCCCCCCCCCCCCCCCCCCCCCCCCC hydroxymontanic acid